tert-butyl (7-(N-(4-methoxybenzyl)-N-(1-methylcyclopropyl)sulfamoyl)naphthalen-2-yl)(methyl)carbamate COC1=CC=C(CN(S(=O)(=O)C2=CC=C3C=CC(=CC3=C2)N(C(OC(C)(C)C)=O)C)C2(CC2)C)C=C1